N[C@H]1[C@@H](CNC1=O)CC (2S,3R,4S)-4-amino-3-ethyl-5-oxopyrrolidin